C12CCCCC2C1C(=O)N bicyclo[4.1.0]heptane-7-carboxamide